(R)-6-(2,2-difluoroethyl)chroman-3-amine hydrochloride Cl.FC(CC=1C=C2C[C@H](COC2=CC1)N)F